ClC=1N=C(C2=C(N1)C=C1N2C=CN=C1C1=C2C=NN(C2=CC(=C1C1CC1)C)C1OCCCC1)N1CCOC[C@](C1)(O)C (6S)-4-(2-chloro-9-(5-cyclopropyl-6-methyl-1-(tetrahydro-2H-pyran-2-yl)-1H-indazol-4-yl)pyrazino[1',2':1,5]pyrrolo[3,2-d]pyrimidin-4-yl)-6-methyl-1,4-oxazepan-6-ol